C1(=CC=CC=C1)C(C1=CC=C(C=C1)C)(C1=CC=CC=C1)NCCCC[C@@H](C(=O)O)NC(=O)OCC1C2=CC=CC=C2C=2C=CC=CC12 (2S)-6-[[diphenyl-(p-tolyl)methyl]amino]-2-(9H-fluoren-9-ylmethoxycarbonylamino)hexanoic acid